boron zinc water O.[Zn].[B]